OCCN1CCC(CC1)C=1SC2=C(N1)C=CC(=C2)C(=O)NC2CCOCC2 2-(1-(2-hydroxyethyl)piperidin-4-yl)-N-(tetrahydro-2H-pyran-4-yl)benzo[d]thiazole-6-carboxamide